C(C)(C)(C)OC(=O)N1CC(C(C1)OC)C=O 3-formyl-4-methoxypyrrolidine-1-carboxylic acid tert-butyl ester